(2-sulfamoyl-4-(trifluoromethyl)thiazol-5-yl)carbamic acid tert-butyl ester C(C)(C)(C)OC(NC1=C(N=C(S1)S(N)(=O)=O)C(F)(F)F)=O